FC(C=1C=C(C=CC1F)C1CCN(CC1)C(CN1N=C(C2=C1CCC2)C(=O)N2C[C@H](O[C@H](C2)C)C)=O)F 1-{4-[3-(Difluoromethyl)-4-fluorophenyl]piperidin-1-yl}-2-{3-[(2R,6S)-2,6-dimethylmorpholin-4-carbonyl]-5,6-dihydrocyclopenta[c]pyrazol-1(4H)-yl}ethan-1-on